6-[(7S)-2-{3-[4-(4,6-Dimethylpyridazin-3-yl)phenyl]-1H-pyrazolo[3,4-b]pyridin-5-yl}-6,7,8,9-tetrahydro-5H-benzo[7]annulen-7-yl]-3-oxa-6-azabicyclo[3.1.1]heptane CC1=C(N=NC(=C1)C)C1=CC=C(C=C1)C1=NNC2=NC=C(C=C21)C=2C=CC1=C(CC[C@H](CC1)N1C3COCC1C3)C2